CCCCCCCCCC=CCCCCC 10-hexadecene